BrC=1C2=C(C(=NC1)OC)C(=C(S2)C(=O)OCC)C ethyl 7-bromo-4-methoxy-3-methylthieno[3,2-c]pyridine-2-carboxylate